2-methyl-5-(3-(trifluoromethoxy)pyridin-2-yl)-1H-imidazole-4-carboxylic acid CC=1NC(=C(N1)C(=O)O)C1=NC=CC=C1OC(F)(F)F